Diphenyl-(4-(pyren-1-yl)phenyl)phosphine oxide C1(=CC=CC=C1)P(C1=CC=C(C=C1)C1=CC=C2C=CC3=CC=CC4=CC=C1C2=C34)(C3=CC=CC=C3)=O